4-formyl-1-(3-methoxyphenyl)-2,5-dimethyl-1H-pyrrole-3-carboxylic acid ethyl ester C(C)OC(=O)C1=C(N(C(=C1C=O)C)C1=CC(=CC=C1)OC)C